N-(3-chloro-2,4-difluorophenyl)-1-fluoro-6,7,8,9-tetrahydro-5H-5,8-epiminocyclohepta[c]pyridine-10-carboxamide ClC=1C(=C(C=CC1F)NC(=O)N1C2CCC1CC=1C(=NC=CC12)F)F